tetrazacyclododecane-1,4,7,10-tetraacetic acid N1(NNN(CCC(CCC(CC1)CC(=O)O)CC(=O)O)CC(=O)O)CC(=O)O